C(C)(C)NCC(COC1=C2C=CN(C2=CC=C1)S(=O)(=O)C1=CC=C(C)C=C1)O (isopropylamino)-3-((1-tosyl-1H-indol-4-yl)oxy)propan-2-ol